C1(CCCCC1)CCC(CCCC(O[Si](OC)(OC)CCCCCC)CC)CC 4-cyclohexylethylhexylethylhexyltrimethoxysilane